CN[C@@H]1CCOC2=CC(=CC=C12)C(F)(F)F (R)-N-methyl-7-(trifluoromethyl)chroman-4-amine